1-fluoro-N-(6-(6-methylpyridazin-4-yl)imidazo[1,2-a]pyrazin-2-yl)cyclopropane-1-carboxamide FC1(CC1)C(=O)NC=1N=C2N(C=C(N=C2)C2=CN=NC(=C2)C)C1